(R)-2-(1H-imidazol-2-yl)-6-(phenylsulfonyl)-1-(pyrrolidin-3-yl)-1,6-dihydroimidazo[4,5-d]pyrrolo[2,3-b]pyridine N1C(=NC=C1)C1=NC=2C(=C3C(=NC2)N(C=C3)S(=O)(=O)C3=CC=CC=C3)N1[C@H]1CNCC1